2-(2,2-difluoroethenyl)bicyclo[2.2.1]Heptane FC(=CC1C2CCC(C1)C2)F